6-[(1-allylcyclopentyl)amino]-N'-[(2R)-2-benzyloxy-2-(trifluoromethyl)hex-5-enoyl]-3-nitro-5-(trifluoromethyl)pyridine-2-carbohydrazide C(C=C)C1(CCCC1)NC1=C(C=C(C(=N1)C(=O)NNC([C@](CCC=C)(C(F)(F)F)OCC1=CC=CC=C1)=O)[N+](=O)[O-])C(F)(F)F